BrC=1C=C(C2=C(N=CN2COCC[Si](C)(C)C)C1)C(=O)OC methyl 6-bromo-3-(2-trimethylsilylethoxymethyl)benzimidazole-4-carboxylate